C(C)(C)OC(C)OC1=CC=C(C=C)C=C1 p-(1-isopropoxyethoxy)styrene